6-(triethoxysilyl)-1-hexanethiol C(C)O[Si](CCCCCCS)(OCC)OCC